N=1SN=C2C1C=CC(=C2)CNC(C2=CN=C(C=C2)NC2=NC=CC1=CC=C(C=C21)Cl)=O N-(benzo[c][1,2,5]thiadiazol-5-ylmethyl)-6-((7-chloroisoquinolin-1-yl)amino)nicotinamide